ClC=1C=C2C(=NNC2=CC1OCCOC)C1=CC(=NO1)C1=CC=C(C=C1)C(=O)N1[C@@H](COCC1)CO (4-{5-[5-Chloro-6-(2-methoxyethoxy)-1H-indazol-3-yl]-isoxazol-3-yl}-phenyl)-((R)-3-hydroxymethylmorpholin-4-yl)-methanon